CC(C(=O)OC=1C(=NC=CC1OC)C(=O)N[C@@H](C)C(=O)OC(C)C(C)C1=C(C=CC=C1)C)C 3-(2-methylphenyl)butan-2-yl N-({3-[(2-methylpropanoyl)oxy]-4-methoxypyridin-2-yl}carbonyl)-L-alaninate